tert-butyl (2S)-4-(9-(5-(difluoromethyl)-1,3,4-thiadiazol-2-yl)-6-fluoro-7-(N-(1-methylcyclopropyl)sulfamoyl)-9H-pyrimido[4,5-b]indol-4-yl)-2-methylpiperidine-1-carboxylate FC(C1=NN=C(S1)N1C2=C(C3=CC(=C(C=C13)S(NC1(CC1)C)(=O)=O)F)C(=NC=N2)C2C[C@@H](N(CC2)C(=O)OC(C)(C)C)C)F